N1C=CC2=CC=C(C=C12)NC(=O)NC=1SC(=NN1)C1=CC(=CC=C1)OC 1-(1H-indol-6-yl)-3-(5-(3-methoxyphenyl)-1,3,4-thiadiazol-2-yl)urea